BrC1=CC(=C(C=C1)CN(C)C)Cl 1-(4-bromo-2-chlorophenyl)-N,N-dimethylmethanamine